CC1=C(C(C2=CC=CC=C2C1=O)=O)CC1=NC=C(C(=O)OC2=CC=CC=C2)C=C1 phenyl 6-((3-methyl-1,4-dioxo-1,4-dihydronaphthalen-2-yl)methyl)nicotinate